6-ethoxy-2-methyl-2H-indazol-5-amine C(C)OC=1C(=CC2=CN(N=C2C1)C)N